N,N-dimethyl-N'-((4-nitrophenyl)sulfonyl)formamidine CN(C=NS(=O)(=O)C1=CC=C(C=C1)[N+](=O)[O-])C